(R)-1-(3-(difluoromethyl)-2-methylphenyl)ethan-1-amine hydrochloride Cl.FC(C=1C(=C(C=CC1)[C@@H](C)N)C)F